(3S,4S)-TERT-BUTYL 3-ALLYL-4-((METHYLSULFONYL)OXY)PYRROLIDINE-1-CARBOXYLATE C(C=C)[C@H]1CN(C[C@H]1OS(=O)(=O)C)C(=O)OC(C)(C)C